C(C1=CC=CC=C1)OC(=O)N[C@@H](CCN(CCCCC1=CC=C2CCCN(C2=N1)C(=O)OC(C)(C)C)CC(=O)N(C)C)C(=O)OC (S)-tert-butyl 7-(4-((3-(((benzyloxy)carbonyl)amino)-4-methoxy-4-oxobutyl) (2-(dimethylamino)-2-oxoethyl)amino) butyl)-3,4-dihydro-1,8-naphthyridine-1(2H)-carboxylate